3-((3,5-difluoro-4-(4-oxopiperidin-1-yl)phenyl)amino)piperidine-2,6-dione FC=1C=C(C=C(C1N1CCC(CC1)=O)F)NC1C(NC(CC1)=O)=O